N-(1'-(2-(1,1-difluoroethyl)-6-(3-hydroxy-3-methylbutyl)pyrimidin-4-yl)-1',2'-dihydrospiro[cyclopropane-1,3'-pyrrolo[3,2-c]pyridin]-6'-yl)acetamide FC(C)(F)C1=NC(=CC(=N1)N1CC2(C=3C=NC(=CC31)NC(C)=O)CC2)CCC(C)(C)O